2-[[(1R)-1-[2-(2,3-Difluorophenyl)-3,6-dimethyl-4-oxo-chromen-8-yl]ethyl]amino]benzoic acid FC1=C(C=CC=C1F)C=1OC2=C(C=C(C=C2C(C1C)=O)C)[C@@H](C)NC1=C(C(=O)O)C=CC=C1